oleic acid triethanolamine salt N(CCO)(CCO)CCO.C(CCCCCCC\C=C/CCCCCCCC)(=O)O